BrC=1C=CC2=C(OC3(CC3)C(N2)=O)C1 7-Bromospiro[benzo[b][1,4]oxazin-2,1'-cyclopropane]-3(4H)-one